S1SC(CC1)CCCCC(=O)OCCCOC(CCCC1=CC=CC=C1)=O 3-((4-phenylbutanoyl)oxy)propyl 5-(1,2-dithiolan-3-yl)pentanoate